9,10-dihydro-anthracene-2-yl-diphenylsulfonium C1=C(C=CC=2CC3=CC=CC=C3CC12)[S+](C1=CC=CC=C1)C1=CC=CC=C1